O1C(=CC=C1)CNC(=O)C1=CC2=NC(C(N=C2C=C1)=O)=O N-(2-furylmethyl)-2,3-dioxo-quinoxaline-6-carboxamide